C(C1=CC=CC=C1)OC(=O)N1[C@@H]2CC(C[C@H]1CC(C2)=O)OCC2=CC=CC=C2.ClC2=NC=C(C(=O)NC([2H])([2H])[2H])C(=C2)NC2=C(C1=C(C=N2)C=NN1C([2H])([2H])[2H])OC 6-Chloro-4-((7-methoxy-1-(methyl-d3)-1H-pyrazolo[4,3-c]pyridin-6-yl)amino)-N-(methyl-d3)nicotinamide (1R,3r,5S)-benzyl-3-(benzyloxy)-7-oxo-9-azabicyclo[3.3.1]nonane-9-carboxylate